C(C)(=O)OCCCCCCC\C=C/C\C=C/CCCCC (Z,Z)-8,11-heptadecadienyl acetate